C(C)N1N=C(C=C1C)N\C(\C)=C\1/C(NC2=CN=C(C=C21)C2=C(C=CC=C2C)F)=O (Z)-3-(1-((1-Ethyl-5-methyl-1H-pyrazol-3-yl)amino)ethylidene)-5-(2-fluoro-6-methylphenyl)-1H-pyrrolo[2,3-c]pyridin-2(3H)-one